ClC=1C=C2C(=C(NC2=CC1)CN1CC(CC1)COC)C 5-chloro-2-((3-(methoxymethyl)pyrrolidin-1-yl)methyl)-3-methyl-1H-indole